(3,5-dichlorobenzyl)-5-hydroxy-1-(pyridin-2-yl)-1H-pyrazole-3-carboxamide ClC=1C=C(CC=2C(=NN(C2O)C2=NC=CC=C2)C(=O)N)C=C(C1)Cl